α,α'-diiodo-o-xylene ICC=1C(=CC=CC1)CI